FC1=C(C=2OCC(N3C=C(C(C(=C1)C32)=O)C(=O)O)C)N3CCN(CC3)C 7-fluoro-2-methyl-6-(4-methylpiperazin-1-yl)-10-oxo-4-oxa-1-azatricyclo[7.3.1.05,13]trideca-5(13),6,8,11-tetraene-11-carboxylic acid